C12CC(CC(C1)C2)N(C2=C(C=C(C=C2C)N)F)C N1-(bicyclo[3.1.1]heptane-3-yl)-2-fluoro-N1,6-dimethyl-benzene-1,4-diamine